4,7-difluoro-6-(methoxymethoxy)-1H-indazole FC1=C2C=NNC2=C(C(=C1)OCOC)F